citraldoxime C(CC(O)(C=NO)CC=NO)=NO